[4-(6-amino-pyridazin-3-yl)-piperidin-1-yl]-[5-(4-difluoromethoxy-phenoxy)-4-methoxy-pyridin-2-yl]-methanone NC1=CC=C(N=N1)C1CCN(CC1)C(=O)C1=NC=C(C(=C1)OC)OC1=CC=C(C=C1)OC(F)F